2,5-diazabicyclo[2.2.1]heptane-2-carboxylic acid t-butyl ester C(C)(C)(C)OC(=O)N1C2CNC(C1)C2